N1=C(N=CC=2CN=CC=3C(C21)=CNC3)N 5,9-dihydropyrimido[5,4-c]pyrrolo[3,4-e]azepin-2-amine